C[Si](F)(C1=CC=CC=C1)C1=CC=CC=C1 methyl-diphenyl-fluorosilane